C(C)C=1NC2=C(N1)C=C(C(=C2)Cl)Cl 2-ethyl-5,6-dichlorobenzimidazole